N-{2-[4-amino-2-(ethoxymethyl)-1H-imidazo[4,5-c]quinolin-1-yl]-1,1-dimethylethyl}-2-ethoxyacetamide NC1=NC=2C=CC=CC2C2=C1N=C(N2CC(C)(C)NC(COCC)=O)COCC